CN(CCN(C1=CC=CC(=N1)NC=1C2=C(C(=NC1)C1=C3C(=NC=C1)N(C=C3)C)CNC2=O)C)C 7-[[6-[2-(dimethylamino)-ethyl-methyl-amino]-2-pyridyl]amino]-4-(1-methylpyrrolo[2,3-b]pyridin-4-yl)-2,3-dihydropyrrolo[3,4-c]pyridin-1-one